N-[2-(6-cyanopyridin-2-yl)-2-(1-methylpyrazol-4-yl)propyl]-5-(2,4-difluorophenyl)isoxazole-3-carboxamide C(#N)C1=CC=CC(=N1)C(CNC(=O)C1=NOC(=C1)C1=C(C=C(C=C1)F)F)(C)C=1C=NN(C1)C